perfluoro(2-hydroxymethyl-2,4-dimethyl-1,3-dioxolane) FC1(OC(OC1(F)F)(C(F)(F)F)C(O)(F)F)C(F)(F)F